C1(=NC=CC2=CC=CC=C12)C(C)(C)NC(C[C@H]1N(CCC1)C)=O (S)-N-(2-(isoquinolin-1-yl)propan-2-yl)-2-(1-methylpyrrolidin-2-yl)acetamide